CC1=NC=CC=2C3=CC=C(C=C3N(C12)C)O 1-methyl-7-hydroxy-9-methyl-β-carboline